1-[5-chloro-9-oxo-8-(trifluoromethyl)xanthen-3-yl]pyrrolidine-3-carboxylic acid ClC1=C2OC=3C=C(C=CC3C(C2=C(C=C1)C(F)(F)F)=O)N1CC(CC1)C(=O)O